FC1=C(C(=O)N[C@H](C(F)(F)F)C)C=C(C=C1)F 2,5-difluoro-N-[(1S)-2,2,2-trifluoro-1-methyl-ethyl]benzamide